(1S,2S,4R)-4-(5-amino-1-(tert-butyl)-1H-pyrazol-3-yl)-2-fluorocyclopentyl bicyclo[1.1.1]pentan-1-ylcarbamate C12(CC(C1)C2)NC(O[C@@H]2[C@H](C[C@@H](C2)C2=NN(C(=C2)N)C(C)(C)C)F)=O